6-(imidazo[1,2-a]pyridin-6-yl)-2-(1-methylpiperidin-4-yl)quinazolin-4(3H)-one N=1C=CN2C1C=CC(=C2)C=2C=C1C(NC(=NC1=CC2)C2CCN(CC2)C)=O